ClC1=CC2=NC(=CC=C2S1)C(C)O 1-(2-chlorothieno[3,2-b]pyridin-5-yl)ethan-1-ol